C(C)(C)(C)OC(=O)N1C[C@@H]2COC3=C(CN2CC1)C=C(C(=C3I)Br)Cl (12AR)-9-bromo-8-chloro-10-iodo-3,4,12,12a-tetrahydro-6H-pyrazino[2,1-c][1,4]benzoxazepine-2(1H)-carboxylic acid tert-butyl ester